C(C)OC(C1=CC(=C(C=C1)C)OCC)=O 3-ethoxy-4-methylbenzoic acid ethyl ester